C(C)(=O)N1CCC(CC1)C=1C(=C2C(C=C(NC2=CC1F)C=1C=C(C#N)C=CC1Cl)=O)F 3-(6-(1-acetylpiperidin-4-yl)-5,7-difluoro-4-oxo-1,4-dihydroquinolin-2-yl)-4-chlorobenzonitrile